C1(CC1)C1(CC=C2C(=NC=NC2=C1)NC1=NNC(=C1)C)N 7-cyclopropyl-N4-(5-methyl-1H-pyrazol-3-yl)quinazoline-4,7-diamine